C(C)(C)(C)C=1C=C(C=C(C1O)C(C)(C)C)CP(OCC)(OCC)[O-] diethyl 3,5-di-tert-butyl-4-hydroxyphenylmethylphosphite